1-(3-chlorophenyl)-N-(cyclopropylmethyl)-7-oxo-6-(5,6,7,8-tetrahydro-2,6-naphthyridin-3-yl)-4,5-dihydropyrazolo[3,4-c]pyridine-3-carboxamide hydrochloride Cl.ClC=1C=C(C=CC1)N1N=C(C2=C1C(N(CC2)C=2N=CC=1CCNCC1C2)=O)C(=O)NCC2CC2